COC1=CC=C(C=C1)C1=NC2=C(C(O1)=O)C=CC=C2 2-p-methoxyphenyl-3,1-benzoxazin-4-one